methyl 1-(2-oxopropyl)-1H-imidazole-5-carboxylate O=C(CN1C=NC=C1C(=O)OC)C